ClC=1C=CC(=C2CN(C(C12)=O)C)CC1CC2(CN(C2)CC(CC=2C=NN(C(C2Cl)=O)C2OCCCC2)C)C1 7-chloro-4-[[2-[3-(5-chloro-6-oxo-1-tetrahydropyran-2-yl-pyridazin-4-yl)-2-methyl-propyl]-2-azaspiro[3.3]heptan-6-yl]methyl]-2-methyl-isoindolin-1-one